CC(C(OOC(C(C(=O)[O-])CC)CCC)(C)C)(CC)C 3-tetramethylbutylperoxy-2-ethylhexanoate